FC1=C(C=C(C(=O)N)C=C1)C1=COC=2C1=NC=C(C2)C2=CC=C(C=C2)N2CCN(CC2)C 4-fluoro-3-(6-(4-(4-methylpiperazin-1-yl)phenyl)furo[3,2-b]pyridin-3-yl)benzamide